1,3,5-triazine-2,4,6(1H,3H)-trione N1C(NC(NC1=O)=O)=O